C(OCCC(F)(F)F)(OCCC(F)(F)F)=O bis(trifluoropropyl) carbonate